C1(CC1)C=1C(=CC=C2N=CC(=NC12)C=1C=NN(C1)C1CCN(CC1)C(=O)OCCCC)OC=1C=CC2=C(N(C(=N2)C)COCC[Si](C)(C)C)C1 butyl 4-(4-(8-cyclopropyl-7-((2-methyl-1-((2-(trimethylsilyl)ethoxy)methyl)-1H-benzo[d]imidazol-6-yl)oxy)quinoxalin-2-yl)-1H-pyrazol-1-yl)piperidine-1-carboxylate